NC(=N)N.C(CC)N propylamine guanidine salt